2'-amino-5'-(7-cyanoquinolin-4-yl)-N,N-dimethyl-[2,3'-bipyridine]-5-carboxamide NC1=NC=C(C=C1C1=NC=C(C=C1)C(=O)N(C)C)C1=CC=NC2=CC(=CC=C12)C#N